C(CCCCCCCCCCCCCCC)N1C(=C(C(C2=C(C=C(C=C12)OC)OC(=O)C(C)(C)C)=O)OC(=O)C(C)(C)C)C1=CC(=C(C=C1)OC(=O)C(C)(C)C)OC N-hexadecyl-2-(3-methoxy-4-(tert-butylcarbonyloxy)-phenyl)-7-methoxy-3,5-di-(tert-butylcarbonyloxy)-quinolin-4-one